COC1=CC=C(C=C1)C1=NOC(=N1)N1CCC(CC1)C(=O)NCC1CN(CC1)C1COCCC1 1-(3-(4-Methoxyphenyl)-1,2,4-oxadiazol-5-yl)-N-((1-(Tetrahydro-2H-pyran-3-yl)pyrrolidin-3-yl)methyl)piperidin-4-carboxamid